C(C)(=O)O[C@]1(C(N(C1)C)=O)C1=CC(=CC=C1)B1OC(C(O1)(C)C)(C)C (R,S)-1-Methyl-2-oxo-3-(3-(4,4,5,5-tetramethyl-1,3,2-dioxaborolan-2-yl)phenyl)azetidin-3-yl acetate